C[C@@H]1CN(CC=2C=CC(=NC12)N1CCNCC1)C1=CC=C(C=2N1N=CN2)C#N (R)-5-(8-methyl-2-(piperazin-1-yl)-7,8-dihydro-1,6-naphthyridin-6(5H)-yl)-[1,2,4]triazolo[1,5-a]pyridine-8-carbonitrile